S1CC(NC(C2=C1C=CC=C2)=O)=O Benzo[f][1,4]thiazepine-3,5(2H,4H)-dione